(2-Acetamido-5-(6-methylpyridazin-3-yl)pyridin-4-yl)carbamic acid tert-butyl ester C(C)(C)(C)OC(NC1=CC(=NC=C1C=1N=NC(=CC1)C)NC(C)=O)=O